N-[2-chloro-3-[2-chloro-3-(3-fluoro-4-formyl-5-methoxy-phenyl)phenyl]phenyl]-4-[(3R)-3-hydroxypyrrolidin-1-yl]-4,5,6,7-tetrahydropyrazolo[1,5-a]pyridine-2-carboxamide ClC1=C(C=CC=C1C1=C(C(=CC=C1)C1=CC(=C(C(=C1)OC)C=O)F)Cl)NC(=O)C1=NN2C(C(CCC2)N2C[C@@H](CC2)O)=C1